methyl-8-{2-[l-1-(dimethylamino)octadecyl]cyclopropyl}octanoate COC(CCCCCCCC1C(C1)C(CCCCCCCCCCCCCCCCC)N(C)C)=O